6-((2-Hydroxy-2-methylpropyl)amino)-4-((4-methoxybenzyl)oxy)pyrazolo[1,5-a]pyridine-3-carbonitrile OC(CNC=1C=C(C=2N(C1)N=CC2C#N)OCC2=CC=C(C=C2)OC)(C)C